O1[C@@H](COCC1)CNC(=O)C1=C(C2=C(C[C@H](C3=CN(N=C23)CC2CCN(CC2)C(C(CC)=O)=O)C)O1)C(F)(F)F (4R)-N-{[(2R)-1,4-dioxan-2-yl]methyl}-4-methyl-2-{[1-(2-oxobutanoyl)piperidin-4-yl]methyl}-8-(trifluoromethyl)-4,5-dihydro-2H-furo[2,3-g]indazole-7-carboxamide